[4-(PIPERAZIN-1-YL)PHENYL]BORONIC ACID N1(CCNCC1)C1=CC=C(C=C1)B(O)O